N-((2-(2,6-dioxopiperidin-3-yl)-1-oxoisoindol-5-yl)methyl)cyclohexane-1-carboxamide O=C1NC(CCC1N1C(C2=CC=C(C=C2C1)CNC(=O)C1CCCCC1)=O)=O